ClC=1C(=C(C(=NC1)C(C(=O)N)(C)C)F)C 2-(5-chloro-3-fluoro-4-methylpyridin-2-yl)-2-methylpropanamide